CN(CCCOC1C[C@H](N(C1)C(=O)OC(C)(C)C)C(=O)OC)C O1-tert-butyl O2-methyl (2S)-4-[3-(dimethylamino)propoxy]pyrrolidine-1,2-dicarboxylate